[N-](S(=O)(=O)C(F)(F)F)S(=O)(=O)C(F)(F)F.C[N+]1(CCCC1)CCCCCCC 1-methyl-1-heptylpyrrolidinium bis(trifluoromethanesulfonyl)imide salt